butyl N-[4-methyl-2-[4-[(1-methylbenzimidazol-2-yl)methyl]piperazin-1-yl]phenyl]sulfonylcarbamate CC1=CC(=C(C=C1)S(=O)(=O)NC(OCCCC)=O)N1CCN(CC1)CC1=NC2=C(N1C)C=CC=C2